tert-butyl N-[(1S)-2-amino-1-[[(2S)-5-fluoro-3-oxo-4H-1,4-benzoxazin-2-yl]methyl]-2-oxo-ethyl]carbamate NC([C@H](C[C@@H]1OC2=C(NC1=O)C(=CC=C2)F)NC(OC(C)(C)C)=O)=O